ClC1=C(C=CC=C1)C1=C(C=NC(=C1)C(F)(F)F)S(=O)(=O)N1CCC(CC1)(C(=O)N[C@H](C)\C=C\C(=O)N1CC(C1)(F)F)F (R,E)-1-((4-(2-chlorophenyl)-6-(trifluoromethyl)pyridin-3-yl)sulfonyl)-N-(5-(3,3-difluoroazetidin-1-yl)-5-oxopent-3-en-2-yl)-4-fluoropiperidine-4-carboxamide